C(C1=CC=CC=C1)OC1=CC2=C(C(C3=C(N(S2(=O)=O)C)C=CC=C3)NCCCOC)C=C1 3-(Benzyloxy)-11-((3-methoxypropyl)amino)-6-methyl-6,11-dihydrodibenzo[c,f][1,2]thiazepine 5,5-dioxide